C(C)(C)(C)OC(=O)N1C[C@H](CC=C1C1=C2C=NN(C2=CC=C1)C)C.C(CC(C)=O)=O |r| 1,3-butanedial tert-Butyl-rac-(3S)-3-methyl-6-(1-methylindazol-4-yl)-3,4-dihydro-2H-pyridine-1-carboxylate